NC1=C(C=C(C=C1)C=1C(=C(C(=NC1)N1CCC(CC1)NC(OC(C)(C)C)=O)C#N)C1=CC(=C(C=C1)C#N)F)OCC1=CC=CC=C1 tert-butyl (1-(5-(4-amino-3-(benzyloxy)phenyl)-3-cyano-4-(4-cyano-3-fluorophenyl)pyridin-2-yl)piperidin-4-yl)carbamate